Benzyl (2S,4R)-1-((4-phenoxybenzoyl)glycyl)-4-(4-(trifluoromethyl)benzyl)-pyrrolidine-2-carboxylate O(C1=CC=CC=C1)C1=CC=C(C(=O)NCC(=O)N2[C@@H](C[C@H](C2)CC2=CC=C(C=C2)C(F)(F)F)C(=O)OCC2=CC=CC=C2)C=C1